C(N)(=O)C=1C=NC(=C(C(=O)NC=2C=C(C=CC2)[S@](=O)(C)=NC(OC(C)(C)C)=O)C1C)N1CCC(CCC1)(F)F tert-butyl (R)-((3-(5-carbamoyl-2-(4,4-difluoroazepan-1-yl)-4-methylnicotinamido)phenyl)(methyl)(oxo)-λ6-sulfaneylidene)carbamate